4-morpholino-N-(3-(thiophen-3-yl)-1H-pyrazol-5-yl)pyrido[3',2':4,5]furo[3,2-d]pyrimidin-2-amine hydrochloride Cl.O1CCN(CC1)C=1C2=C(N=C(N1)NC1=CC(=NN1)C1=CSC=C1)C1=C(O2)N=CC=C1